NC(CSS(=O)(=O)O)=NCC1CCC2C(C1C2)(C)C 4-[[(1-Amino-2-sulfosulfanylethylidene)amino]methyl]-6,6-dimethylbicyclo[3.1.1]heptane